1-(3-chlorophenyl)cyclopropane-1-carboximidamide ClC=1C=C(C=CC1)C1(CC1)C(N)=N